OC1([C@@](O[C@@H]([C@H]1O)CO)(N1C(=O)NC(=O)C=C1)C)O hydroxy-methyluridine